fluorine-zinc salt [Zn].[F]